Tert-butyl 6-chloro-3-(2-oxoimidazolidin-1-yl)spiro[indane-1,4'-piperidine]-1'-carboxylate ClC1=CC=C2C(CC3(CCN(CC3)C(=O)OC(C)(C)C)C2=C1)N1C(NCC1)=O